C(C1=CC=CC=C1)C1=CC2=C(S1)C(=CC=C2)N2N=CC=1C(CCCC21)NC(CC)=O N-(1-(2-benzyl-benzo[b]thiophen-7-yl)-4,5,6,7-tetrahydro-1H-indazol-4-yl)propanamide